2,4,6-triisopropylphenyl-boronic acid C(C)(C)C1=C(C(=CC(=C1)C(C)C)C(C)C)B(O)O